(S)-N-(1-benzyl-3-(3,3-difluoro-cyclobutyl)-4-methyl-1H-pyrazol-5-yl)-2,2-difluorocyclopropane-1-carboxamide C(C1=CC=CC=C1)N1N=C(C(=C1NC(=O)[C@H]1C(C1)(F)F)C)C1CC(C1)(F)F